C(CCCCCCC\C=C/C\C=C/CCCCC)N(CCCCCCCC\C=C/C\C=C/CCCCC)C(C(C)O)O (N,N-Dilinoleylamino)-1,2-propanediol